dodecahydro-3a,6,6,9a-tetraethyl-naphtho[2,1-b]furan C(C)C12OCCC1C1(CCCC(C1CC2)(CC)CC)CC